N-(3-(3-nitrophenyl)-1H-indazol-5-yl)isophthalamide [N+](=O)([O-])C=1C=C(C=CC1)C1=NNC2=CC=C(C=C12)NC(C1=CC(C(=O)N)=CC=C1)=O